C(C)(=O)NC1=CC=C(C=C1)SC1=C(C(=O)O)C=CN=C1 3-[(4-acetamidophenyl)sulfanyl]isonicotinic acid